tert-butyl 6-(4-(3-(2,4-dioxotetrahydropyrimidin-1(2H)-yl)-4-methoxybenzoyl)piperazin-1-yl)hexanoate O=C1N(CCC(N1)=O)C=1C=C(C(=O)N2CCN(CC2)CCCCCC(=O)OC(C)(C)C)C=CC1OC